(4r,5s,7r,8r,9s,10r)-4-((2-fluorobenzyl)amino)-7-(hydroxymethyl)-9-(4-(3,4,5-trifluorophenyl)-1H-1,2,3-triazol-1-yl)-1,6-dioxaspiro[4.5]decan-8,10-diol FC1=C(CN[C@@H]2CCO[C@]23O[C@@H]([C@@H]([C@@H]([C@H]3O)N3N=NC(=C3)C3=CC(=C(C(=C3)F)F)F)O)CO)C=CC=C1